BrC=1C(=NN(C1)C=1C=C(C=C(C1)C)NC(C=C)=O)[N+](=O)[O-] N-(3-(4-bromo-3-nitro-1H-pyrazol-1-yl)-5-methylphenyl)acrylamide